1-bromo-8-fluoro-2,6-naphthyridine BrC1=NC=CC2=CN=CC(=C12)F